C(#N)C=1C=NN2C1C(=CC(=C2)OC[C@@H]2CN(CCO2)C(=O)OC(C)(C)C)C2=NC=C(N=C2)N2CC1N(C(C2)C1)CC=1C=NC(=CC1)OC tert-butyl (2S)-2-(((3-cyano-4-(5-(6-((6-methoxypyridin-3-yl)methyl)-3,6-diazabicyclo[3.1.1]heptan-3-yl)pyrazin-2-yl)pyrazolo[1,5-a]pyridin-6-yl)oxy)methyl)morpholine-4-carboxylate